5-diethoxyphosphoryl-2-(hydroxymethyl)phenol C(C)OP(=O)(OCC)C=1C=CC(=C(C1)O)CO